C(C)OC(\C(\C)=N/NC1=C2C(=CC(=NC2=C(C(=C1)OC)OC)C(=O)OC)C(=O)OC)=O dimethyl (Z)-5-(2-(1-ethoxy-1-oxoprop-2-ylidene) hydrazino)-7,8-dimethoxyquinoline-2,4-dicarboxylate